1-methylpyridinium trifluoromethanesulfonate FC(S(=O)(=O)[O-])(F)F.C[N+]1=CC=CC=C1